C(C)(C)(C)C1=CC=C(C=C1)C=1N=C2N(C=CC=C2)C1CN1CCN(CC1)C(=O)C1=NC(=CC=C1C)OC (4-{[2-(4-tert.-butylphenyl)imidazo[1,2-a]-pyridin-3-yl]methyl}piperazin-1-yl)(6-methoxy-3-methylpyridin-2-yl)methanone